N-(4-fluoro-5-(((2s,4r)-4-((5-(2-methoxyethoxy)pyrazin-2-yl)oxy)-2-methylpyrrolidin-1-yl)methyl)thiazol-2-yl)acetamide FC=1N=C(SC1CN1[C@H](C[C@H](C1)OC1=NC=C(N=C1)OCCOC)C)NC(C)=O